(S)-10-methyl-2-(piperidin-3-ylamino)-5,6,7,8-tetrahydropyrrolo[2',3':6,7]cyclohepta[1,2-d]pyrimidine-9-carboxylate CC1=C(NC=2CCCC3=C(N=C(N=C3)N[C@@H]3CNCCC3)C21)C(=O)[O-]